FC=1C=C2CCN(CC2=CC1O)C 6-fluoro-2-methyl-3,4-dihydro-1H-isoquinolin-7-ol